tri(isopropyl)ammonium C(C)(C)[NH+](C(C)C)C(C)C